behenyl-(R)-6-((4-hydroxy-1-(3-phenylbutyryl)piperidin-4-yl)methyl)-3-(isoindolin-5-yl)-2-methyl-2H-pyrazolo[4,3-d]pyrimidin-7(6H)-one C(CCCCCCCCCCCCCCCCCCCCC)C=1N(C(C=2C(N1)=C(N(N2)C)C=2C=C1CNCC1=CC2)=O)CC2(CCN(CC2)C(C[C@@H](C)C2=CC=CC=C2)=O)O